NC1=CC(=C(C=C1OC)S(=O)(=O)NC1=CC=CC=C1)OC 4-amino-2,5-dimethoxy-N-phenylbenzenesulfonamide